((((2-(prop-2-yn-1-yl)pent-4-yn-1-yl)oxy)carbonyl)oxy)methyl (Z)-7-((1R,2R,3R,5S)-3,5-dihydroxy-2-((R)-3-hydroxy-5-phenylpentyl)cyclopentyl)hept-5-enoate O[C@H]1[C@@H]([C@H]([C@H](C1)O)C\C=C/CCCC(=O)OCOC(=O)OCC(CC#C)CC#C)CC[C@H](CCC1=CC=CC=C1)O